ClC=1C=C(N2N=C(N=CC21)NC=2C(=NN(C2)C(C#N)(C)C)C)C 2-(4-((5-Chloro-7-methylpyrrolo[2,1-f][1,2,4]triazin-2-yl)amino)-3-methyl-1H-pyrazol-1-yl)-2-methylpropanenitrile